1-[[4-[[2-(trifluoromethyl)-1,3-dioxolan-2-yl]methoxy]phenyl]methyl]-1H-pyrazole-4-carboxylic acid cyclopropylmethyl ester C1(CC1)COC(=O)C=1C=NN(C1)CC1=CC=C(C=C1)OCC1(OCCO1)C(F)(F)F